3-(1-(6-Aminopyridin-3-yl)piperidin-4-yl)azetidine-1-carboxylic acid tert-butyl ester C(C)(C)(C)OC(=O)N1CC(C1)C1CCN(CC1)C=1C=NC(=CC1)N